CC=1C=C(C=C(C1C)C)S 3,5-dimethyl-4-methylthiophenol